C(#N)C1=CC(=C(C(=O)Cl)C=C1)N1CCC2(CC2)CC1 4-cyano-2-(6-azaspiro[2.5]octan-6-yl)benzoyl chloride